aluminum dipentanolate C(CCCC)[O-].C(CCCC)[O-].[Al+2]